NC1=CC(=C(C=N1)C=1C=CC=2N(C1)C=C(N2)NC(=O)C2C(C2)F)C N-(6-(6-amino-4-methylpyridin-3-yl)imidazo[1,2-a]pyridin-2-yl)-2-fluorocyclopropane-1-carboxamide